OCCOC1=C(C(=CC=2N(C(=NC21)C)C)C(F)(F)F)C=2C=CC=C1C(=NNC21)C(=O)C2=CC(=C(C(=C2)F)F)F (7-(4-(2-hydroxyethoxy)-1,2-dimethyl-6-(trifluoromethyl)-1H-benzo[d]imidazol-5-yl)-1H-indazol-3-yl)(3,4,5-trifluorophenyl)methanone